FC=1C=2N(C=C(C1)NC(=O)C1=CC=C(C3=CN(N=C13)C)N1CC(CC1)CNC(OC(C)(C)C)=O)C=C(N2)C tert-butyl N-({1-[7-({8-fluoro-2-methylimidazo[1,2-a]pyridin-6-yl}carbamoyl)-2-methylindazol-4-yl]pyrrolidin-3-yl}methyl)carbamate